BrC=1C=C(C(=NC1)Cl)OCC(COC)O 1-((5-Bromo-2-chloropyridin-3-yl)oxy)-3-methoxypropan-2-ol